[2H]C=1C(=C(C(=C(C1)[C@@H]1[C@@H](O[C@@]([C@H]1C)(C(F)(F)F)C)C(=O)NC1=CC(=NC=C1)C(=O)N)OC)F)F 4-[[(2R,3R,4S,5S)-3-(5-Deuterio-3,4-difluoro-2-methoxyphenyl)-4,5-dimethyl-5-(trifluoromethyl)tetrahydrofuran-2-carbonyl]amino]pyridin-2-carboxamid